indium-cadmium sulfide [S-2].[Cd+2].[In+3]